C(C)C1=CC=CC=2C3=CC=CC=C3CC12 ethyl-fluorene